2,7,8-trimethyl-4H-benzo[d][1,3]oxazin-4-one CC=1OC(C2=C(N1)C(=C(C=C2)C)C)=O